6-isopropyl-2,3,3,4-tetramethyl-3,6-dihydro-2H-pyran C(C)(C)C1C=C(C(C(O1)C)(C)C)C